tert-butyl 3-[4-(2-methoxy-2-oxo-ethyl)piperazin-1-yl]azetidine-1-carboxylate COC(CN1CCN(CC1)C1CN(C1)C(=O)OC(C)(C)C)=O